(1R,4R)-bornan-2-one [C@]12(C(C[C@@H](CC1)C2(C)C)=O)C